N[C@H]1CS(C2=C(N(C1=O)CC1=CC=C(OC(CCCCCCCCCC)NC(CC)=O)C=C1)C=C(C(=C2)F)C=2OC(=NN2)C(C)(C)C)(=O)=O N-[1-[4-[[(3R)-3-amino-7-(5-tert-butyl-1,3,4-oxadiazol-2-yl)-8-fluoro-1,1,4-trioxo-2,3-dihydro-1λ6,5-benzothiazepin-5-yl]methyl]phenoxy]undecyl]propanamide